(1s,2s)-2-(3,4-dimethoxyphenyl)cyclohex-3-eneformaldehyde COC=1C=C(C=CC1OC)[C@@H]1[C@H](CCC=C1)C=O